N-methylphenethylamine CNCCC1=CC=CC=C1